BrC=1C=2N(C=CC1)C(=C(N2)C#C)CC(F)(F)F 8-bromo-2-ethynyl-3-(2,2,2-trifluoroethyl)imidazo[1,2-a]pyridine